CCCCC/C=C\C/C=C\CCCCCCCCCCCC(=O)OC[C@H](COP(=O)(O)OC[C@@H](C(=O)O)N)OC(=O)CCCC/C=C\C/C=C\C/C=C\C/C=C\CC 1-(13Z,16Z-docosadienoyl)-2-(6Z,9Z,12Z,15Z-octadecatetraenoyl)-glycero-3-phosphoserine